C1(CC1)COC1=C(C=C(C=C1)S(=O)(=O)CC)C1=CN(C(C2=CC=CC=C12)=O)C 4-[2-(cyclopropylmethoxy)-5-ethyl-sulfonylphenyl]-2-methylisoquinolin-1-one